C(C)(C)C1=C2C=C(N=CC2=C(C=C1)N1[C@@H]([C@H](C1)N(S(=O)(=O)C)C)C)NC1=NC(=NC=C1)C=1C=NN(C1)CC=1C=NC=CC1 N-((2R,3S)-1-(5-isopropyl-3-((2-(1-(pyridin-3-ylmethyl)-1H-pyrazol-4-yl)pyrimidin-4-yl)amino)isoquinolin-8-yl)-2-methylazetidin-3-yl)-N-methylmethanesulfonamide